BrC=1C=C(C=C2C(=NNC12)C1CC1)C(F)(F)F 7-bromo-3-cyclopropyl-5-(trifluoromethyl)-1H-indazole